iodine hexanoic acid C(CCCCC)(=O)O.[I]